trinitrophenol phosphate C1=CC(=C(C(=C1[N+](=O)[O-])[N+](=O)[O-])[N+](=O)[O-])OP(=O)(O)O